CN1N=C(C=C1C)NC1=NC=C(C(=N1)C1=CNC2=C(C=CC=C12)NC(CN1C[C@H](CC1)OC1=CC=C(C=C1)F)=O)C (S)-N-(3-(2-((1,5-dimethyl-1H-pyrazol-3-yl)amino)-5-methylpyrimidin-4-yl)-1H-indol-7-yl)-2-(3-(4-fluorophenoxy)pyrrolidin-1-yl)acetamide